4-(8-(3-(5-oxo-5,6-dihydro-1,6-naphthyridin-7-yl)propyl)-3,8-diazabicyclo[3.2.1]octan-3-yl)benzonitrile O=C1C=2C=CC=NC2C=C(N1)CCCN1C2CN(CC1CC2)C2=CC=C(C#N)C=C2